pyrrol-1-carboxylic acid N1(C=CC=C1)C(=O)O